7-cyclobutyl-3-({[(3R)-1,1-dioxo-2,3-dihydrothiophen-3-yl]amino}carbonyl)-2-methoxy-N-methylquinoline-8-carboxamide C1(CCC1)C1=CC=C2C=C(C(=NC2=C1C(=O)NC)OC)C(=O)N[C@H]1CS(C=C1)(=O)=O